4-bromo-3-(methoxymethyl)-N,N-dimethylbenzamide BrC1=C(C=C(C(=O)N(C)C)C=C1)COC